C(C1=CC=CC=C1)(=O)O[C@@H]1[C@H](O[C@H]([C@@H]1OC([2H])([2H])[2H])N1C(N(C(C=C1)=O)COCC1=CC=CC=C1)=O)CO[Si](C)(C)C(C)(C)C (2R,3R,4R,5R)-5-(3-((benzyloxy)methyl)-2,4-dioxo-3,4-dihydropyrimidine-1(2H)-yl)-2-(((tert-butyldimethylsilyl)oxy)methyl)-4-(methoxy-d3)tetrahydrofuran-3-yl benzoate